methyl 3-cyano-5-nitrobenzoate C(#N)C=1C=C(C(=O)OC)C=C(C1)[N+](=O)[O-]